FC(OC1=CC=C(C=C1)OC(=O)C=1C(N(C2=CC=CC=C2C1O)CCN1CCOCC1)=O)F (4-(difluoromethoxy) phenyl)-4-hydroxy-1-(2-morpholinylethyl)-2-oxo-1,2-dihydroquinoline-3-carboxylate